isopropyl (trans-4-(5-(2-(N-(tert-butyl)sulfamoyl)-4-(5-((dimethylamino)methyl)pyridin-3-yl)phenyl)thiazol-2-yl)cyclohexyl)carbamate C(C)(C)(C)NS(=O)(=O)C1=C(C=CC(=C1)C=1C=NC=C(C1)CN(C)C)C1=CN=C(S1)[C@@H]1CC[C@H](CC1)NC(OC(C)C)=O